(3R)-1-(6-chloropyridazin-3-yl)-N-(oxolan-3-yl)pyrrolidin-3-amine ClC1=CC=C(N=N1)N1C[C@@H](CC1)NC1COCC1